tris[(Z)-1-tert-butyl-4,4-dimethyl-3-oxo-pent-1-enoxy]-manganese C(C)(C)(C)/C(=C/C(C(C)(C)C)=O)/O[Mn](O\C(=C/C(C(C)(C)C)=O)\C(C)(C)C)O\C(=C/C(C(C)(C)C)=O)\C(C)(C)C